CS(=O)(=O)C=1C(=NC=CC1)NC1=C(N=NC(=C1)NC1=NC=C(N=C1)C)C(=O)NC([2H])([2H])[2H] 4-[(3-methanesulfonylpyridin-2-yl)amino]-N-(2H3)methyl-6-[(5-methylpyrazin-2-yl)amino]pyridazine-3-carboxamide